1-(6-(3,5-Dimethoxyphenyl)chinolin-2-yl)piperidin COC=1C=C(C=C(C1)OC)C=1C=C2C=CC(=NC2=CC1)N1CCCCC1